5-(2-fluoro-3-methylpyridin-4-yl)-2,3-dihydro-1H-inden-4-amine FC1=NC=CC(=C1C)C1=C(C=2CCCC2C=C1)N